DiPentaerythritol HexylAcrylate C(CCCCC)C(C(=O)OCC(CO)(COCC(CO)(CO)CO)CO)=C